4-biphenylic anhydride C1(=CC=C(C=C1)C(=O)OC(=O)C1=CC=C(C=C1)C1=CC=CC=C1)C1=CC=CC=C1